N[C@H]1C(N(C[C@@H]1C1=C(C(=CC=C1O)Cl)Cl)C1CNC1)=O (3R,4S)-3-amino-1-(azetidin-3-yl)-4-(2,3-dichloro-6-hydroxyphenyl)pyrrolidin-2-one